2-(6-bromo-7-((2s,5r)-3-ethyl-4-(1-(quinoxalin-6-yl)ethyl)piperazin-1-yl)-4-methyl-5-oxo-4,5-dihydro-2H-pyrazolo[4,3-b]pyridin-2-yl)acetonitrile BrC1=C(C=2C(N(C1=O)C)=CN(N2)CC#N)N2CC(N(CC2)C(C)C=2C=C1N=CC=NC1=CC2)CC